ClC=1C=C(C(=O)NC(C(=O)O)CC2=CC(NC3=CC=CC=C23)=O)C=CC1 2-(3-chlorobenzoylamino)-3-(1,2-dihydro-2-oxo-4-quinolinyl)propionic acid